4-[6-[3-(3-methylphenyl)-1H-pyrazol-1-yl]-2-[(oxolan-2-yl)methoxy]pyrimidin-4-yl]-5,6-dihydro-2H-pyran-2-one CC=1C=C(C=CC1)C1=NN(C=C1)C1=CC(=NC(=N1)OCC1OCCC1)C1=CC(OCC1)=O